1-[(2R)-2-[[7-(2-hydroxy-4,6-dimethyl-phenyl)-1,8-naphthyridin-2-yl]methyl]pyrrolidin-1-yl]ethanone OC1=C(C(=CC(=C1)C)C)C1=CC=C2C=CC(=NC2=N1)C[C@@H]1N(CCC1)C(C)=O